2,2-diisopropylpropane-1,3-diyl bis(dimethylcarbamate) CN(C(OCC(COC(N(C)C)=O)(C(C)C)C(C)C)=O)C